bis[3-(trimethoxysilyl)propyl]-tetrasulfane CO[Si](CCCSSSSCCC[Si](OC)(OC)OC)(OC)OC